Azabutyronitrile C(NCC)#N